N-[3-(4,6-dimethylpyrimidin-5-yl)-4-[2-(4-methylsulfonylpiperazin-1-yl)ethoxy]phenyl]cyclopropanecarboxamide CC1=NC=NC(=C1C=1C=C(C=CC1OCCN1CCN(CC1)S(=O)(=O)C)NC(=O)C1CC1)C